IC1=NN2CCCC3=C(C=CC1=C23)O 2-iodo-7,8-dihydro-6H-pyrazolo[4,5,1-if]quinolin-5-ol